C(CCC)C1(CCCCC1)CC(CCCC)CC Butyl(2-ethylhexyl)cyclohexan